C(C)(=O)N[C@H](C(=O)NC(C(=O)O)CCC(C)(C)C)CC1=CC=CC=C1 2-((S)-2-acetamido-3-phenylpropionylamino)-5,5-dimethylhexanoic acid